1-[4-[6-(5-amino-1-methyl-pyrazol-4-yl)-3-pyridinyl]-2-cyano-phenyl]Ethyl cyclopropanecarboxylate C1(CC1)C(=O)OC(C)C1=C(C=C(C=C1)C=1C=NC(=CC1)C=1C=NN(C1N)C)C#N